C(CCCCCCC)C1=CC2=C(S1)C1=CC=3C=CC4=C(SC(=C4)CCCCCCCC)C3C=C1C=C2 2,8-Dioctyl-anthraceno[1,2-b:5,6-b']dithiophene